4-(1-(5-(trifluoromethyl)pyridin-2-yl)-1H-imidazol-4-yl)aniline FC(C=1C=CC(=NC1)N1C=NC(=C1)C1=CC=C(N)C=C1)(F)F